FC1=CC=C(C=C1)C1=C(N=C(S1)S(=O)(=O)C)C(=O)NC1=CC=C(OC2=CC(=NC=C2)C(=O)O)C=C1 4-(4-{[5-(4-Fluoro-phenyl)-2-methylsulfonyl-thiazole-4-carbonyl]-amino}-phenoxy)-pyridine-2-carboxylic acid